(RS)-1,2,3,4-tetrahydroquinoline N1CCCC2=CC=CC=C12